[NH4+].ClC1=CC(=C(C=C1)[C@H]1OC2=C(O1)C=CC=C2C2CCN(CC2)CC2=NC1=C(N2C[C@H]2OCC2)C=C(C=C1)C(=O)O)F 2-({4-[(2R)-2-(4-chloro-2-fluorophenyl)-1,3-benzodioxol-4-yl]piperidin-1-yl}methyl)-1-[(2S)-oxetan-2-ylmethyl]-1H-benzimidazole-6-carboxylic acid ammonium